BrC1=CC=C(C=C1)C(CSC1=NN=NN1C1=CC=C(C(=O)O)C=C1)=O 4-(5-((2-(4-Bromophenyl)-2-oxoethyl)thio)-1H-tetrazol-1-yl)benzoic acid